7-FLUORO-5-(4,4,5,5-TETRAMETHYL-1,3,2-DIOXABOROLAN-2-YL)BENZO[D]OXAZOLE FC1=CC(=CC=2N=COC21)B2OC(C(O2)(C)C)(C)C